(6Z)-8-[1-(trans-4-aminocyclohexyl)vinyl]-6-methoxyimino-5,5-dimethyl-benzo[h]quinazolin-4-amine N[C@@H]1CC[C@H](CC1)C(=C)C=1C=CC2=C(\C(\C(C=3C(=NC=NC23)N)(C)C)=N/OC)C1